N1C=CC2=CC(=CC=C12)C1N=C(C=2N(C1)C=CC2)C2=CC(=C(C(=C2)OC)OC)OC (1H-indol-5-yl)-1-(3,4,5-trimethoxyphenyl)-3,4-dihydropyrrolo[1,2-a]pyrazine